F[C@H]1[C@H](C1)C(=O)NC1=NC=C2C=C(C=NC2=C1)C=1C=NC(=CC1C)\C(\CC)=N/O (1R,2R)-2-fluoro-N-(3-(6-((Z)-1-(hydroxyimino)propyl)-4-methylpyridin-3-yl)-1,6-naphthyridin-7-yl)cyclopropane-1-carboxamide